(R)-N-(4-(5-(4-((1,4-dioxane-2-yl)methoxy)-3-methoxyphenyl)-2-aminopyridin-3-yl)-3-fluorophenyl)-3-(4-fluorophenyl)-1-isopropyl-2,4-dioxo-1,2,3,4-tetrahydropyrimidine-5-carboxamide O1[C@H](COCC1)COC1=C(C=C(C=C1)C=1C=C(C(=NC1)N)C1=C(C=C(C=C1)NC(=O)C=1C(N(C(N(C1)C(C)C)=O)C1=CC=C(C=C1)F)=O)F)OC